C(C)C1=C(N=C(S1)C=1N=C(SC1)NC=1C=C(C=CC1)NC(C)=O)C1=CC=CC=C1 N-(3-((5-Ethyl-4-phenyl-[2,4'-bithiazol]-2'-yl)amino)phenyl)acetamide